FC(C=1C(=C(C=CC1)[C@@H](C)NC=1C2=C(N=C(N1)C)N=C(C(=C2)N2CCN(CC2)CC)OCCN(C)C)F)F (R)-N-(1-(3-(difluoromethyl)-2-fluorophenyl)ethyl)-7-(2-(dimethylamino)ethoxy)-6-(4-ethylpiperazin-1-yl)-2-methylpyrido[2,3-d]pyrimidin-4-amine